N[C@@H]1CN(CC[C@H]1F)C1=NC2=C(N1CC(=O)N(CC(F)(F)F)C)C=CC(=C2)Cl 2-(2-((3R,4R)-3-Amino-4-fluoropiperidin-1-yl)-5-chloro-1H-benzo[d]imidazol-1-yl)-N-methyl-N-(2,2,2-trifluoroethyl)acetamid